1-([2,2'-bipyridin]-5-yl)-1H-pyrrolo[3,2-b]pyridine N1=C(C=CC(=C1)N1C=CC2=NC=CC=C21)C2=NC=CC=C2